CC(C)(C)[S@@](=O)/N=C/C1=CC(=CC=C1)OC(F)(F)F (R,E)-2-methyl-N-(3-(trifluoromethoxy)benzylidene)propane-2-sulfinamide